N1N=C(C=C1)N1C=NC(=C1)N 1-(1H-pyrazol-3-yl)-1H-imidazol-4-amine